FC(C1=NC(=NO1)C1=CC=C(C=C1)CN1OCCC1=O)(F)F 2-({4-[5-(trifluoromethyl)-1,2,4-oxadiazol-3-yl]phenyl}methyl)isoxazolidin-3-one